NC1=C2C(=NC=N1)N(N=C2C=2SC1=C(C2)C=C(C=C1OC)C)C1CN(CC1)C(CCl)=O 1-(3-(4-amino-3-(7-methoxy-5-methylbenzothiophen-2-yl)-1H-pyrazolo[3,4-d]pyrimidin-1-yl)pyrrolidin-1-yl)-2-chloroethan-1-one